P(OCCCCCCCCCCCCC)(OCCCCCCCCCCCCC)OCCCCCCCCCCCCC tris(tridecyl) Phosphite